9-chloro-7-(2-fluoro-6-methoxyphenyl)-5H-benzo[c]pyrimido[4,5-e]azepine ClC=1C=CC2=C(C(=NCC3=C2N=CN=C3)C3=C(C=CC=C3OC)F)C1